C1CC(CC2CCC3C4CCCC4CCC3=C12)=O tetradecahydro-3H-cyclopenta[a]phenanthren-3-one